C([O-])([O-])=O.C[N+]1=C(NC=C1)C(CC(CCC)CC)CC.C[N+]1=C(NC=C1)C(CC(CCC)CC)CC methyl-1,3-di-2-ethylhexyl-imidazolium carbonate